(3S,4R)-3-fluoro-N-{2-iodo-3-[(trifluoromethyl)sulfanyl]pyrazolo[1,5-a]pyridin-7-yl}piperidin-4-amine F[C@H]1CNCC[C@H]1NC1=CC=CC=2N1N=C(C2SC(F)(F)F)I